(2R,4R)-N2-(5-(1-(((S)-tert-butylsulfinyl)amino)-3-cyclopropyl-1-(pyridin-2-yl)propyl)-2-fluorophenyl)-4-methoxypyrrolidine-2-carboxamide C(C)(C)(C)[S@](=O)NC(CCC1CC1)(C1=NC=CC=C1)C=1C=CC(=C(C1)NC(=O)[C@@H]1NC[C@@H](C1)OC)F